C(C)(C)(C)OC(=O)N(CCCNC(OC(C)(C)C)=O)CCCCN(C(CCCCC(=O)O)=O)CCCNC(=O)OC(C)(C)C 9-(tert-butoxycarbonyl)-14-(3-((tert-butoxycarbonyl)amino)propyl)-2,2-dimethyl-4,15-dioxo-3-oxa-5,9,14-triazaeicosan-20-oic acid